CN1N=C(C=C1)NC(C=O)C1=CC=CC=C1 2-[(1-methyl-1H-pyrazol-3-yl)amino]-2-phenyl-ethanone